ClC=1C(=C(C=CC1)NC1=C(C(=O)NC2=CC=C(C=C2)N2CCNCC2)C=C(C=C1)Br)C 2-((3-chloro-2-methylphenyl)amino)-5-bromo-N-(4-(piperazin-1-yl)phenyl)benzamide